NC=1C=C(C=CC1)C1=CC=C(S1)C(=O)NC(C)C 5-(3-aminophenyl)-N-isopropylthiophene-2-carboxamide